ClC1=C(C(=CC=C1Cl)O)[C@@H]1CC(N(C1)C=1C=NNC1)=O (S)-4-(2,3-dichloro-6-hydroxyphenyl)-1-(1H-pyrazol-4-yl)pyrrolidin-2-one